CC(CNC(OC(C)(C)C)=O)(C)C1=CC(=CC(=C1)C(NCC(NC=1SC=C(N1)C1=CC(=CC=C1)C1=CC=NC=C1)=O)=O)C tert-butyl (2-methyl-2-(3-methyl-5-((2-oxo-2-((4-(3-(pyridin-4-yl)phenyl)thiazol-2-yl)amino)ethyl)carbamoyl)phenyl)propyl)carbamate